NC1=CC=C(C=N1)NC(=O)C1CN(C1)C1=CC(=C2C(C(=CN(C2=N1)C=1SC=CN1)C(=O)O)=O)C 7-{3-[(6-aminopyridin-3-yl)carbamoyl]azetidin-1-yl}-5-methyl-4-oxo-1-(1,3-thiazol-2-yl)-1,4-dihydro-1,8-naphthyridine-3-carboxylic acid